(4-Methoxy-3-nitro-5-(pyrimidin-2-yl)phenyl)ethanol COC1=C(C=C(C=C1C1=NC=CC=N1)C(C)O)[N+](=O)[O-]